S(=O)(=O)([O-])C=1C=C(C=CC1)PC1=CC=CC=C1 (m-sulfonatophenyl)phenylphosphine